N1N=CC(=C1)C1=CN=C2C(=N1)N(C=N2)CC2CCOCC2 6-(1H-Pyrazol-4-yl)-1-((tetrahydro-2H-pyran-4-yl)methyl)-1H-imidazo[4,5-b]pyrazin